FC1=CC(=C(C=C1)N1CN(C(C2=C1C=NC(=C2)C#N)=O)C2=C(NC(C=C2)=O)C)C 1-(4-fluoro-2-methylphenyl)-3-(2-methyl-6-oxo-1,6-dihydropyridin-3-yl)-4-oxo-1,2,3,4-tetrahydropyrido[3,4-d]pyrimidine-6-carbonitrile